C(CC)N(S(=O)(=O)C1=CC=C(C(=O)O)C=C1)CCC 4-[(dipropylamino)sulfonyl]-benzoic acid